O1C(=NC2=C1C=CC=C2)C(C)O 1-(Benzo[d]oxazol-2-yl)ethan-1-ol